FC1=C(C=C(C(=C1)F)OCCSC)N1CCNCC1 1-(2,4-difluoro-5-(2-(methylthio)ethoxy)phenyl)piperazine